C(C1=CC=CC=C1)C=1N=C(C2=C(N1)CN(C2)C(=O)OCCCC)C2=NN(C=C2)CC=2C=NC=CC2 butyl 2-benzyl-4-(1-(pyridin-3-ylmethyl)-1H-pyrazol-3-yl)-5,7-dihydro-6H-pyrrolo[3,4-d]pyrimidine-6-carboxylate